C1(=CC=CC=C1)[Si](OCC)(OCC)C1=CC=CC=C1 Diphenyl-diethoxysilan